6-((1-aminocyclopropyl)methoxy)-4-(6-(6-((6-methoxypyridin-3-yl)methyl)-3,6-diazabicyclo[3.1.1]heptan-3-yl)pyridin-3-yl)pyrazolo[1,5-a]pyridine-3-carbonitrile NC1(CC1)COC=1C=C(C=2N(C1)N=CC2C#N)C=2C=NC(=CC2)N2CC1N(C(C2)C1)CC=1C=NC(=CC1)OC